[(4S)-7,8-dichloro-6-(2,6-difluorophenyl)-4-methyl-4H-[1,2,4]triazolo[1,5-a][1,4]benzodiazepin-2-yl]methanol ClC1=C(C=CC2=C1C(=N[C@H](C=1N2N=C(N1)CO)C)C1=C(C=CC=C1F)F)Cl